(4-aminophenyl)(pyridin-3-yl)methanol NC1=CC=C(C=C1)C(O)C=1C=NC=CC1